BrC=1C=C(C=CC1F)CC(=O)C1C(OC(OC1=O)(C)C)=O 5-[2-(3-bromo-4-fluoro-phenyl)acetyl]-2,2-dimethyl-1,3-dioxane-4,6-dione